N-(Pyridin-4-ylmethyl)-4-((tetrahydrofuran-2-yl)methoxy)benzenesulfonamide N1=CC=C(C=C1)CNS(=O)(=O)C1=CC=C(C=C1)OCC1OCCC1